COCCCC(=O)N(C)C 3-methoxy-N,N-dimethylpropanecarboxamide